zinc bisacryloyloxide C(C=C)(=O)OC(C=C)=O.[Zn]